[N+](=O)([O-])C1=C(C=C(C(=O)[O-])C=C1)CNC[C@H]1OCC1 (S)-4-nitro-3-((oxetan-2-ylmethyl)amino)methylbenzoate